FC(N1C(C(=CC(=C1)C=C)C(=O)OC)=O)F methyl 1-(difluoromethyl)-2-oxo-5-vinyl-1,2-dihydropyridine-3-carboxylate